4-(4-((R)-3-Aminoazepan-1-yl)-8-fluoro-2-(((2R,7aS)-2-fluorotetrahydro-1H-pyrrolizin-7a(5H)-yl)methoxy)pyrido[4,3-d]pyrimidin-7-yl)-5-ethyl-6-fluoronaphthalen-2-ol N[C@H]1CN(CCCC1)C=1C2=C(N=C(N1)OC[C@]13CCCN3C[C@@H](C1)F)C(=C(N=C2)C2=CC(=CC1=CC=C(C(=C21)CC)F)O)F